CC1=C(C(=NN1C=1SC=C(N1)C(=O)O)C1=CC=CC=C1)CC1=CC=C(C=C1)S(N)(=O)=O 2-(5-methyl-3-phenyl-4-(4-sulfamoylbenzyl)-1H-pyrazol-1-yl)thiazole-4-carboxylic acid